(S)-3-amino-1-butanol malate C(C(O)CC(=O)O)(=O)O.N[C@H](CCO)C